5-fluoro-N4-methyl-N4-[(5-methyl-2-propyl-pyrazol-3-yl)methyl]-N6-[(1-methylsulfonyl-4-piperidyl)methyl]pyrimidine-4,6-diamine FC=1C(=NC=NC1NCC1CCN(CC1)S(=O)(=O)C)N(CC=1N(N=C(C1)C)CCC)C